ClC=1C=C(C(=O)NCC=2C=NN(C2)C)C=C(C1)NS(=O)(=O)C1=CC=C(C=C1)C 3-chloro-N-((1-methyl-1H-pyrazol-4-yl)methyl)-5-((4-methylphenyl)sulfonylamino)benzamide